NC1NC(=C(C=N1)CCO)C 2-amino-5-(2-hydroxyethyl)-6-methyl-1H-pyrimidine